N-((6-cyclopropylimidazo[1,2-a]pyridin-2-yl)methyl)-2-((diphenylmethylene)amino)pyridin-4-amine C1(CC1)C=1C=CC=2N(C1)C=C(N2)CNC2=CC(=NC=C2)N=C(C2=CC=CC=C2)C2=CC=CC=C2